4-(2-(difluoromethyl)-1H-benzo[d]imidazol-1-yl)-6-morpholino-N-(2-(naphthalen-2-yl)propan-2-yl)-1,3,5-triazin-2-amine FC(C1=NC2=C(N1C1=NC(=NC(=N1)N1CCOCC1)NC(C)(C)C1=CC3=CC=CC=C3C=C1)C=CC=C2)F